C(C1=CC=CC=C1)OC(=O)NCCOCCOCCOCCN1C=CC2=C(C=CC=C12)NC=1N=C(N=NC1C(N)=O)N[C@H]1[C@H](CCCC1)NC(OC(C)(C)C)=O Tert-butyl N-[(1S,2R)-2-[[5-[[1-[2-[2-[2-[2-(benzyloxycarbonylamino)ethoxy]ethoxy]ethoxy]ethyl]indol-4-yl]amino]-6-carbamoyl-1,2,4-triazin-3-yl]amino]cyclohexyl]carbamate